3,4,5-tris(octadecyloxy)benzylpivalate C(CCCCCCCCCCCCCCCCC)OC=1C=C(CCC(C(=O)[O-])(C)C)C=C(C1OCCCCCCCCCCCCCCCCCC)OCCCCCCCCCCCCCCCCCC